6-amino-2-[(2-methoxyphenyl)amino]-8-phenyl-5-[2-(triisopropylsilyl)ethynyl]pyrido[2,3-d]pyrimidin-7-one NC1=C(C2=C(N=C(N=C2)NC2=C(C=CC=C2)OC)N(C1=O)C1=CC=CC=C1)C#C[Si](C(C)C)(C(C)C)C(C)C